4-oxo-1,4-dihydropyrrolo[1,2-b]pyridazine-3-carboxylic acid O=C1C=2N(NC=C1C(=O)O)C=CC2